methyl (E)-3-(3-fluoro-5-(N-((2-fluoro-4-(1-methyl-1H-indazol-5-yl)phenyl)methyl-d)benzamido)phenyl)acrylate FC=1C=C(C=C(C1)N(C(C1=CC=CC=C1)=O)C([2H])C1=C(C=C(C=C1)C=1C=C2C=NN(C2=CC1)C)F)/C=C/C(=O)OC